C(C1=CC=CC=C1)OC(=O)C1CCN(CC1)C=1C(=NC=C(C1)CCCOC)C=1C=C2COC(C2=CC1)=O 1-(5-(3-methoxypropyl)-2-(1-oxo-1,3-dihydroisobenzofuran-5-yl)pyridin-3-yl)piperidine-4-carboxylic acid benzyl ester